2-(4-(4-(aminomethyl)-1-oxo-1,2-dihydrophthalazin-6-yl)-1-methyl-1h-pyrazol-5-yl)-4-chloro-6-cyclopropoxy-3-fluorobenzonitrile sulfate S(=O)(=O)(O)O.NCC1=NNC(C2=CC=C(C=C12)C=1C=NN(C1C1=C(C#N)C(=CC(=C1F)Cl)OC1CC1)C)=O